C(C)C(CC=1C(=C(C(=O)O)C=CC1C(=O)O)CC(CCCC)CC)CCCC.C(C1=CC=C(C(=O)OCCCCCCCC)C=C1)(=O)OCCCCCCCC dioctyl terephthalate (di(2-ethylhexyl) terephthalate)